N1(CCCC1)C1CCCN1N1CC=CC=C1 1-(5-(pyrrolidin-1-yl)pyrrolidin-1-yl)pyridine